1,2,2,6,6-pentamethyl-4-piperidinyl methacrylate C(C(=C)C)(=O)OC1CC(N(C(C1)(C)C)C)(C)C